alaninate tetrahydrochloride Cl.Cl.Cl.Cl.N[C@@H](C)C(=O)O